Cl.N[C@H]1CN(CCCC1)C1=NN(C(C2=CC=CC=C12)=O)C1=C(C=CC=C1)F (R)-4-(3-Aminoazepan-1-yl)-2-(2-fluorophenyl)phthalazin-1(2H)-one hydrochloride